C(=O)(OC(C)(C)C)C(C(O)=O)CCCCCCCCN Boc-10-aminocapric acid